ClC=1C2=C(N=C(N1)C=1N(C=CN1)C)SC=C2 4-Chloro-2-(1-methyl-1H-imidazol-2-yl)thieno[2,3-d]pyrimidine